C[Sn](S1C=C2C(=C1)CCC2)(C)C 2-trimethylstannanyl-5,6-dihydro-4H-cyclopenta[c]Thiophene